FC(C1N(CC1)C1=CC2=C(C=C(O2)C(=O)OCC)C(=C1)F)F Ethyl 6-[2-(difluoromethyl)azetidin-1-yl]-4-fluoro-benzofuran-2-carboxylate